2-Ethyl-2-(hydroxymethyl)propane-1,3-diyl diacrylate C(C=C)(=O)OCC(COC(C=C)=O)(CO)CC